BrC1=CC=CC(=N1)N1C2CC2CC1 N-(6-bromopyridin-2-yl)-2-azabicyclo[3.1.0]hexane